ClC1=C(OC2=CC(=C(C=C2)NC(OCC=2C(=C3C(N(CC3=CC2)C2C(NC(CC2)=O)=O)=O)OC)=O)OC)C=CC(=C1)F [2-(2,6-dioxopiperidin-3-yl)-4-methoxy-3-oxo-2,3-dihydro-1H-isoindol-5-yl]methyl N-[4-(2-chloro-4-fluorophenoxy)-2-methoxyphenyl]carbamate